4-(6-methyl-2-pyridyl)-5-([1,2,4]triazolo[1,5-a]pyridin-6-yl)-1H-imidazole-2-carbaldehyde CC1=CC=CC(=N1)C=1N=C(NC1C=1C=CC=2N(C1)N=CN2)C=O